CP([O-])=O.CP([O-])=O.C.[Mg+2] magnesium methane bis(methylphosphinate)